ClC1=CC2=C(N(C(N=C2N2[C@H](CNCC2)C)=O)C2=C(C=CC=C2)C(C)C)N=C1Cl (S)-6,7-dichloro-1-(2-isopropylphenyl)-4-(2-methylpiperazin-1-yl)pyrido[2,3-d]pyrimidin-2(1H)-one